(3-hydroxy-4-methoxy-pyridine-2-carbonyl amino)propanoate OC=1C(=NC=CC1OC)C(=O)NC(C(=O)[O-])C